4-ethyl-2,6-difluorobromobenzene C(C)C1=CC(=C(C(=C1)F)Br)F